benzyl (2R,5R)-2-methyl-5-[[4-[6-(3-methyltriazol-4-yl)-1H-pyrrolo[2,3-b]pyridin-3-yl]-5-(trifluoromethyl)pyrimidin-2-yl]amino]piperidine-1-carboxylate C[C@H]1N(C[C@@H](CC1)NC1=NC=C(C(=N1)C1=CNC2=NC(=CC=C21)C=2N(N=NC2)C)C(F)(F)F)C(=O)OCC2=CC=CC=C2